CC(COC(CC)=O)(C1=CC=CC=C1)C propionic acid 2,2-dimethyl-2-phenylethyl ester